C(C)(C)(C)OC(=O)\N=C\1/N(C=CN1C)CC=1C=C2C([C@H](COC2=C(C1)C1=C(C=C(C=C1)F)C)CC=1C=CC(=C(OCC(=O)OC)C1)F)=O methyl (S,Z)-2-(5-((6-((2-((tert-butoxycarbonyl)imino)-3-methyl-2,3-dihydro-1H-imidazol-1-yl) methyl)-8-(4-fluoro-2-methylphenyl)-4-oxochroman-3-yl)methyl)-2-fluorophenoxy)acetate